N-(carboxymethyl)-beta-alanine C(=O)(O)CNCCC(=O)O